1-bromo-1-chloro-1,3-disilacyclobutane Br[Si]1(C[SiH2]C1)Cl